CN1C(CC(CC1(C)C)OC(CCCCCCCCC(=O)OC1CC(N(C(C1)(C)C)C)(C)C)=O)(C)C bis(1,2,2,6,6-pentamethyl-4-piperidinyl)sebacate